2-methylenesuccinic acid bis(3-sulfopropyl) ester S(=O)(=O)(O)CCCOC(C(CC(=O)OCCCS(=O)(=O)O)=C)=O